C(C=C)(=O)OCC1=CC(=CC=C1)COC(C=C)=O 1,3-Phenylenebis(methylene) bisacrylate